N-[2-[[3-(5-oxo-4H-1,2,4-oxadiazol-3-yl)-2-[4-(trifluoromethyl)anilino]-4-pyridinyl]oxy]ethyl]acetamide O=C1NC(=NO1)C=1C(=NC=CC1OCCNC(C)=O)NC1=CC=C(C=C1)C(F)(F)F